tert-butyl 6-[6-[3-(aminomethyl)phenyl]-7-[4-fluoro-2-(2-methoxy ethoxy)phenyl]thieno[3,2-c]pyridin-4-yl]-3,4-dihydro-1H-isoquinoline-2-carboxylate NCC=1C=C(C=CC1)C1=C(C2=C(C(=N1)C=1C=C3CCN(CC3=CC1)C(=O)OC(C)(C)C)C=CS2)C2=C(C=C(C=C2)F)OCCOC